C(C)(C)(C)OC(=O)N1CCC(CC1)C1=CC(=CC=C1)O.ClCC(=O)NNC(=O)C1=NC=C(C=C1)C1COCC1 N'-(2-chloroacetyl)-5-(tetrahydro-3-furanyl)pyridine-2-carbohydrazide tert-butyl-4-(3-hydroxyphenyl)piperidine-1-carboxylate